O[C@@]1(C(N(CC1)C)=O)C=1N=NN(C1)C1=NC(=CC=C1)C1=NC(=NC=C1)NC=1C(=NC=CC1)C (R)-3-Hydroxy-1-methyl-3-(1-(6-(2-((2-methylpyridin-3-yl)amino)pyrimidin-4-yl)pyridin-2-yl)-1H-1,2,3-triazol-4-yl)pyrrolidin-2-one